ClC=1C=C2C(=C3C1NC(NC31CCCCC1)=O)OC(=N2)CN2CCC1(COC1)CC2 5-chloro-2-({2-oxa-7-azaspiro[3.5]nonan-7-yl}methyl)-7,8-dihydro-6H-spiro[[1,3]oxazolo[5,4-f]quinazoline-9,1'-cyclohexan]-7-one